tris(4-fluorophenyl)phosphane SODIUM PHOSPHATE P(=O)([O-])([O-])[O-].[Na+].FC1=CC=C(C=C1)P(C1=CC=C(C=C1)F)C1=CC=C(C=C1)F.[Na+].[Na+]